C[Si](OCC)(OCC)C(C)[Si](C)(OCC)OCC Bis(methyldiethoxysilyl)ethane